The molecule is the parent compound of the pyrimidines; a diazine having the two nitrogens at the 1- and 3-positions. It has a role as a Daphnia magna metabolite. It is a member of pyrimidines and a diazine. C1=CN=CN=C1